ClC1=CC=C(C=C1)C1=NN(C(C1)C1=CC=CC=C1)C1=CC=CC=C1 3-(4-chlorophenyl)-1,5-diphenyl-4,5-dihydro-1H-pyrazole